N1C(=NC2=C1C=CC=C2)C2=CC(=NN2)N(S(=O)(=O)C2=CC(=C(C=C2)OC)Cl)C N-[5-(1H-benzimidazol-2-yl)-1H-pyrazol-3-yl]-3-chloro-4-methoxy-N-methyl-benzenesulfonamide